C1(CCC1)C1=C(C=2C(=CN=CC2)N1C)C(=O)C1=CC(=C(C(=C1)Cl)O)Cl (2-cyclobutyl-1-methyl-1H-pyrrolo[2,3-c]pyridin-3-yl)(3,5-dichloro-4-hydroxyphenyl)methanone